((3aS,4R,6S,6aS)-6-(4-aminopyrrolo[2,1-f][1,2,4]triazin-7-yl)-4-cyano-2,2-dimethyltetrahydrofuro[3,4-d][1,3]dioxol-4-yl)methyl 3,3-dimethylpentanoate CC(CC(=O)OC[C@]1(O[C@H]([C@@H]2OC(O[C@@H]21)(C)C)C2=CC=C1C(=NC=NN12)N)C#N)(CC)C